C(C#CC)N1C[C@H](CC1)N1C=C(C=2C1=C(N=NC2N)O)C#CC2=C(C(=CC(=C2F)OC)OC)F (S)-1-(1-but-2-ynylpyrrolidin-3-yl)-3-(3,5-dimethoxy-2,6-difluorophenylethynyl)-4-amino-7-hydroxy-1H-pyrrolo[2,3-d]pyridazine